C(CCCCCCCCCCC)(=O)N dodecanamid